(E)-9-bromononyl-3-propylundec-2-enoate BrCCCCCCCCCOC(\C=C(\CCCCCCCC)/CCC)=O